ethyl (3S)-3-(5-bromo-2,3-difluoro-phenyl)-3-[[(R)-tert-butylsulfinyl]amino]propanoate BrC=1C=C(C(=C(C1)[C@H](CC(=O)OCC)N[S@](=O)C(C)(C)C)F)F